FC1=CC=C(C=C1)C=1C=C2C(=NC=NC2=C(C1)C1=CC=C(C(=O)N(C)C)C=C1)N[C@H](C)C=1C=NC(=NC1)C(F)(F)F (R)-4-(6-(4-Fluorophenyl)-4-((1-(2-(trifluoromethyl)pyrimidin-5-yl)ethyl)amino)quinazolin-8-yl)-N,N-dimethylbenzamide